FC(C1=NN=C(S1)C1=NC=C2N1C=C(C=C2N2CCN(CC2)C(=O)C2(CC2)OCC(=O)O)S(NC2(CC2)C)(=O)=O)F 2-(1-(4-(3-(5-(difluoromethyl)-1,3,4-thiadiazol-2-yl)-6-(N-(1-methylcyclopropyl)sulfamoyl)imidazo[1,5-a]pyridin-8-yl)piperazine-1-carbonyl)cyclopropoxy)acetic acid